C(C)(C)(C)C=1C(=CC(=C(C1)C(CC(C)C1=C(C=C(C(=C1)C(C)(C)C)O)C)C1=C(C=C(C(=C1)C(C)(C)C)O)C)C)O 1,1,3-Tris-(5-tert.butyl-4-hydroxy-2-methyl-phenyl)-butan